C1CC12CN(CC2)CC2=CC(=C1CN(C(C1=C2)=O)C2=CC(=CC=C2)C2(CC2)[C@@H](C2=NN=CN2C)F)C(F)(F)F (S)-6-(5-azaspiro[2.4]heptan-5-ylmethyl)-2-(3-(1-(fluoro(4-methyl-4H-1,2,4-triazol-3-yl)methyl)cyclopropyl)phenyl)-4-(trifluoromethyl)isoindolin-1-one